FC=1C(=CC2=C(C(NC=3CN(CC(C23)NC)C(=O)OC(C)(C)C)=O)C1)F tert-butyl 8,9-difluoro-1-(methylamino)-6-oxo-1,4,5,6-tetrahydrobenzo[c][1,7]naphthyridine-3(2H)-carboxylate